(2R,4S)-4-([1,1'-biphenyl]-4-ylmethyl)-N-((S)-1-(((R)-2-amino-6,7-dihydro-5H-cyclopenta[b]pyridin-5-yl)amino)-1-oxopropan-2-yl)pyrrolidine-2-carboxamide C1(=CC=C(C=C1)C[C@H]1C[C@@H](NC1)C(=O)N[C@H](C(=O)N[C@@H]1CCC2=NC(=CC=C21)N)C)C2=CC=CC=C2